C1=C2C(=NC=N1)COC=1C=C(C=CC12)CC(=O)N[C@H]1N(C[C@@H](C1)O)C([C@H](C(C)(C)C)NC(CCCCCC(=O)O)=O)=O 7-(((S)-1-((2S,4R)-2-(((5H-chromeno[3,4-d]pyrimidin-8-yl)methyl)formamido)-4-hydroxypyrrolidin-1-yl)-3,3-dimethyl-1-oxobutan-2-yl)amino)-7-oxoheptanoic acid